N-(4-Fluorophenyl)cyclopropane-1,1-dicarboxamide FC1=CC=C(C=C1)NC(=O)C1(CC1)C(=O)N